ClC1=CC=C(C=C1)C1=CC2=C(N=CN(C2=O)[C@@H]2CNC[C@H]2O)C(=N1)C=1C=NC=CC1 6-(4-chlorophenyl)-3-((3R,4R)-4-hydroxypyrrolidin-3-yl)-8-(pyridin-3-yl)pyrido[3,4-d]pyrimidin-4(3H)-one